FC1=CC=C(C=C1)S(=O)(=O)N1C(=O)C2C3C=CC(C2C1=O)O3 N-(4-fluorophenylsulphonyl)-7-oxabicyclo[2.2.1]hept-5-ene-2,3-dicarboximide